OCC1(COC(C2=C1C=NC(=C2)N2CCOCC2)(C)C)O 4-(Hydroxymethyl)-1,1-dimethyl-7-morpholin-4-yl-3,4-dihydro-1H-pyrano[4,3-c]pyridin-4-ol